1-(3-fluoropyridin-2-yl)-3-hydroxycyclobutane-1-carbonitrile FC=1C(=NC=CC1)C1(CC(C1)O)C#N